O[C@@]1([C@@H](CC[C@H](C1)C)C(C)C)C(=O)NCCC1=CC(=CC=C1)S(N)(=O)=O (1s,2s,5r)-1-hydroxy-2-isopropyl-5-methyl-N-[2-(3-sulfamoylphenyl)ethyl]cyclohexanecarboxamide